[4-[4-[6-chloro-4-(trifluoromethyl)-2-pyridyl]piperazin-1-yl]sulfonylphenyl]-2-methyl-4,6-dihydropyrrolo[3,4-c]pyrazole-5-carboxamide ClC1=CC(=CC(=N1)N1CCN(CC1)S(=O)(=O)C1=CC=C(C=C1)C1=C2C(=NN1C)CN(C2)C(=O)N)C(F)(F)F